bis(dimethylamino)methyl-3H-benzotriazole-1-oxide CN(C)C(N(C)C)N1N=[N+](C2=C1C=CC=C2)[O-]